COC=1C=CC=2C3=C(C=NC2N1)N=CN3[C@H](C)C3=CC=C(C=N3)S(=O)(=O)N (R)-6-(1-(7-methoxy-1H-imidazo[4,5-c][1,8]naphthyridin-1-yl)ethyl)pyridine-3-sulfonamide